C1(CC1)C1=CC=C(C=C1)C12CN(CC2C1)C(=O)C1CC2(C1)NC(OC2)=O (rac)-(2s,4s)-2-(1-(4-Cyclopropylphenyl)-3-azabicyclo[3.1.0]hexan-3-carbonyl)-7-oxa-5-azaspiro[3.4]octan-6-on